COC([C@@H](N(C([C@H](NC(=O)OC(C)(C)C)COC)=O)CC1=CC=CC=C1)C)=O.CC1=C(C(=C(C=2CC3=CC=CC=C3SC12)C1=CC=CC=C1)C)C trimethyl-phenylthioxanthene methyl-N-benzyl-N-(N-(tert-butoxycarbonyl)-O-methyl-D-seryl)-L-alaninate